3,6-bis(4-(trifluoromethyl)phenyl)-9H-carbazole FC(C1=CC=C(C=C1)C=1C=CC=2NC3=CC=C(C=C3C2C1)C1=CC=C(C=C1)C(F)(F)F)(F)F